CC(C)OC(=O)C1=C(NC(=C(C1C1=C(C(=CC=C1)Cl)Cl)C(=O)O)C)C 2,6-dimethyl-4-(2,3-dichlorophenyl)-1,4-dihydro-3,5-pyridinedicarboxylic acid methylethyl ester